4-[2-[4-(2-pyridin-2-yl-5,6-dihydro-4H-pyrrolo[1,2-b]pyrazol-3-yl)quinolin-7-yl]oxyethyl]morpholin N1=C(C=CC=C1)C=1C(=C2N(N1)CCC2)C2=CC=NC1=CC(=CC=C21)OCCN2CCOCC2